4-(6-(3,6-diazabicyclo[3.1.1]heptan-3-yl)pyridin-3-yl)-6-(1-methyl-1H-pyrazol-4-yl)pyrazolo[1,5-a]pyridine-3-carbonitrile hydrochloride Cl.C12CN(CC(N1)C2)C2=CC=C(C=N2)C=2C=1N(C=C(C2)C=2C=NN(C2)C)N=CC1C#N